1,3-dibutylimidazole dibutyl-phosphate C(CCC)OP(=O)(OCCCC)O.C(CCC)N1CN(C=C1)CCCC